(S)-4-(cyclopropylmethyl)-1-((4-(6-ethyl-5-iodopyridin-2-yl)-1-methyl-1H-1,2,3-triazol-5-yl)methyl)imidazolidin-2-one C1(CC1)C[C@@H]1NC(N(C1)CC1=C(N=NN1C)C1=NC(=C(C=C1)I)CC)=O